N1=C(C(=NC2=CC(=CC=C12)C(C)=O)[2H])[2H] 1-(quinoxalin-6-yl-2,3-d2)ethan-1-one